C(C)\C(=C(/C(=O)[O-])\CC=P(=O)CC[N+](C)(C)C)\C(=O)[O-] ethyl-(2'-trimethylammonioethylphosphorylethyl)fumarate